N-(3-hexoxypropyl)-3-morpholinopropan-1-amine C(CCCCC)OCCCNCCCN1CCOCC1